(R)-4-bromo-N-(8,9-difluoro-6-oxo-1,4,5,6-tetrahydro-2H-pyrano[3,4-c]isoquinolin-1-yl)-2,6-difluoro-N-methylbenzamide BrC1=CC(=C(C(=O)N(C)[C@H]2COCC=3NC(C=4C=C(C(=CC4C32)F)F)=O)C(=C1)F)F